ClC1=C(C=CC=C1\C=C(\C=1N=CC=2CN(CCC2C1)C(C)C)/F)O (Z)-2-chloro-3-(2-fluoro-2-(7-isopropyl-5,6,7,8-tetrahydro-2,7-naphthyridin-3-yl)vinyl)phenol